C1(=CC=CC=C1)C1=C(NC2=CC=CC=C12)C1=CC=C(C=C1)O 4-(3-phenyl-1H-indol-2-yl)phenol